BrC=1C=C(C(=O)NCCOC)C=CC1 3-bromo-N-(2-methoxyethyl)benzamide